NC1=NC2=C(C=C(C1)C(=O)N(OCCNC(O)=O)CCC)C=CC(=C2)C=2N=NNN2 [2-[[2-amino-8-(2H-tetrazol-5-yl)-3H-1-benzazepine-4-Carbonyl]-propyl-amino]oxyethyl]carbamic acid